tert-butyl-4-[1-(2,2-difluoroethyl)-7-methylsulfanyl-2-oxo-4H-pyrimido[4,5-d]pyrimidin-3-yl]-8-methoxy-3,4-dihydro-2H-quinoline C(C)(C)(C)C1NC2=C(C=CC=C2C(C1)N1C(N(C2=NC(=NC=C2C1)SC)CC(F)F)=O)OC